CC(C(=O)O)CCC.C(CCCC)(=O)OC methyl valerate (methyl pentanoate)